C1(CCC1)OC1=CC=C(CNC(N(CC2CNCC2)CC2=CC=C(C=C2)F)=O)C=C1 3-(4-cyclobutoxybenzyl)-1-(4-fluorophenylmethyl)-1-(pyrrolidin-3-ylmethyl)urea